E,E-8,10-dodecadienol C(CCCCCC\C=C\C=C\C)O